NC=1N=C(C2=C(N1)C(=NN2CC2=C(C=C(C=N2)C=2CCN(CC2)C(=O)OC(C)(C)C)OC)C)NCCCC tert-butyl 6-((5-amino-7-(butylamino)-3-methyl-1H-pyrazolo[4,3-d]pyrimidin-1-yl)methyl)-5-methoxy-3',6'-dihydro-[3,4'-bipyridine]-1'(2'H)-carboxylate